ethoxy-2-methylpyrido[3,4-d]pyrimidin-4-amine C(C)OC1=CN=CC=2N=C(N=C(C21)N)C